CS(=O)(=O)N1CCN(CC1)C(C(=O)OC)C Methyl 2-(4-methylsulfonylpiperazin-1-yl)propanoate